COC(=O)[C@@H]1C[C@H](C(CC1)=O)NC(=O)OC(C)(C)C (1S,3R)-3-((tert-butoxycarbonyl)amino)-4-oxocyclohexane-1-carboxylic acid methyl ester